C(C)(C)(C)OC(=O)N1CCC(CC1)OC1=CC(=C(C=C1)Cl)[N+](=O)[O-] 4-(4-chloro-3-nitro-phenoxy)piperidine-1-carboxylic acid tert-butyl ester